1-(4-cyanophenyl)-4-piperidinecarbohydrazide C(#N)C1=CC=C(C=C1)N1CCC(CC1)C(=O)NN